CN1C(=NC=C1C(=O)O)C1=NC=CC=C1 1-methyl-2-(pyridin-2-yl)-1H-imidazole-5-carboxylic acid